OC1=CC=C(C=C1)C1(N(C(C2=CC=CC=C12)=O)C1=CC=CC=C1)C1=CC=C(C=C1)O.[S+5].[Li+] lithium sulfur (V) 3,3-bis(4-hydroxyphenyl)-2-phenylisoindolin-1-one